CN1N=C(C=C1)[C@H]1CC[C@H](CC1)OC[C@@H]1N(CCC[C@@H]1NS(=O)(=O)C)C(=O)OC methyl cis-2-(((cis-4-(1-methyl-1H-pyrazol-3-yl)cyclohexyl)oxy) methyl)-3-((methylsulfonyl) amino)piperidine-1-carboxylate